BrC1=CC=C(C=C1)C1=CC(=C(C(=C1)F)C=1NC(C2=C(N1)CCSC2)=O)F 2-(4'-bromo-3,5-difluoro-[1,1'-biphenyl]-4-yl)-3,5,7,8-tetrahydro-4H-thiopyrano[4,3-d]pyrimidin-4-one